ethyllinalyl acetate C(C)(=O)OC(CCC)(C=C)CCC=C(C)C